6-(3-chloro-6-(difluoromethyl)-2-fluorophenyl)-3-(difluoromethyl)-N-(1-((S)-1-(2-((1r,5S)-2-oxo-3-azabicyclo[3.1.0]hex-3-yl)pyrimidin-5-yl)ethyl)-1H-pyrazol-4-yl)pyrazine-2-carboxamide ClC=1C(=C(C(=CC1)C(F)F)C1=CN=C(C(=N1)C(=O)NC=1C=NN(C1)[C@@H](C)C=1C=NC(=NC1)N1C([C@@H]2C[C@@H]2C1)=O)C(F)F)F